tert-butyl N-[7-[[2-[benzyl-[[2-(trifluoromethyl)phenyl]methyl]amino]-2-oxo-acetyl]amino]-2-tetrahydropyran-2-yl-pyrazolo[4,3-c]pyridin-4-yl]-N-tert-butoxycarbonyl-carbamate C(C1=CC=CC=C1)N(C(C(=O)NC=1C=2C(C(=NC1)N(C(OC(C)(C)C)=O)C(=O)OC(C)(C)C)=CN(N2)C2OCCCC2)=O)CC2=C(C=CC=C2)C(F)(F)F